BrCC1=NON=C1C 3-(bromomethyl)-4-methyl-1,2,5-oxadiazole